C(#N)C1=CN(C2=CC=CC=C12)\C(\C(=O)OCC)=C/OC1OC(C(=C1OC)C)=O ethyl (Z)-2-(3-cyanoindol-1-yl)-3-[(3-methoxy-4-methyl-5-oxo-2H-furan-2-yl)oxy]prop-2-enoate